2-methyl-4'-(trifluoromethoxy)-[1,1'-biphenyl]-3-carboxylic acid methyl ester COC(=O)C=1C(=C(C=CC1)C1=CC=C(C=C1)OC(F)(F)F)C